C(CCCCCCCCCCC)(=O)O.S(=O)(=O)(O)CC(=O)N sulfoacetamide laurate